methylprop-1-en-1-amine oxide CC(=CC)[NH2]=O